BrCC=1C(=NC=CC1)OC(F)F 3-(bromomethyl)-2-(difluoromethoxy)pyridine